ethyl (S)-2-((1-(tert-butoxycarbonyl) piperidin-4-ylidene) methyl)-7-fluoro-1-(oxetan-2-ylmethyl)-1H-benzo[d]imidazole-6-carboxylate C(C)(C)(C)OC(=O)N1CCC(CC1)=CC1=NC2=C(N1C[C@H]1OCC1)C(=C(C=C2)C(=O)OCC)F